C(C)S(=O)(=N)C=1C=C(C=CC1C1=NC2=C(C=NC(=C2)SC(F)(F)F)N1C)C1(CC1)C#N 1-[3-(ethylsulfonimidoyl)-4-[3-methyl-6-(trifluoromethylsulfanyl)imidazo[4,5-c]pyridin-2-yl]phenyl]cyclopropanecarbonitrile